N1(CCC1)C(CN1N=CC=2C1=NC(=CN2)C2=CC(=C(C=C2)Cl)OC(F)F)=O 1-(Azetidin-1-yl)-2-[6-[4-chloro-3-(difluoromethoxy)phenyl]pyrazolo[3,4-b]pyrazin-1-yl]ethanone